(5-(3,5-difluorophenyl)-4,5-dihydro-1H-pyrazol-1-yl)(1-(4-(2-fluoro-5-(3-Hydroxypropoxy)phenyl)pyrimidin-2-yl)piperidin-4-yl)methanone FC=1C=C(C=C(C1)F)C1CC=NN1C(=O)C1CCN(CC1)C1=NC=CC(=N1)C1=C(C=CC(=C1)OCCCO)F